[Cl-].[Se]1C=[NH+]C=C1 selenazolium chloride salt